ClC1=CN=C(S1)NC(C(C1=CC=C(C=C1)C=1C=NN(C1)CC1CCOCC1)C1CC(CC1)(F)F)=O N-(5-Chlorothiazol-2-yl)-2-(3,3-difluorocyclopentyl)-2-(4-(1-((tetrahydro-2H-pyran-4-yl)methyl)-1H-pyrazol-4-yl)phenyl)acetamide